ClC1=CC=C(C=C1)[C@@H]1[C@H](C1)C=1C=2N(N=C(C1)C=1C(NC(NC1)=O)=O)C=CN2 5-(8-((1S,2S)-2-(4-chlorophenyl)cyclopropyl)imidazo[1,2-b]pyridazin-6-yl)pyrimidine-2,4(1H,3H)-dione